FC(CNC1=C(C=CC=C1)B1OC(C(O1)(C)C)(C)C)F N-(2,2-difluoroethyl)-2-(4,4,5,5-tetramethyl-1,3,2-dioxaborolan-2-yl)aniline